5-phenylmethoxycarbonyl-6,7-dihydro-4H-pyrazolo[1,5-a]pyrazine C1(=CC=CC=C1)COC(=O)N1CC=2N(CC1)N=CC2